tert-butyl (3R,5S)-1-(1,2-dimethyl-1H-pyrrolo[2,3-b]pyridin-4-yl)-5-methylpiperidin-3-ylcarbamate CN1C(=CC=2C1=NC=CC2N2C[C@@H](C[C@@H](C2)C)NC(OC(C)(C)C)=O)C